3-((7-(ethanesulfonamido)-2-azaspiro[3.5]nonan-2-yl)methyl)pyrrolidine-1-formate C(C)S(=O)(=O)NC1CCC2(CN(C2)CC2CN(CC2)C(=O)[O-])CC1